[Cl-].C(CCCCCCCCCCC)[N+](CCO)(CCO)CC1=CC=CC=C1 N-dodecyl-N,N-bis(2-hydroxyethyl)benzyl-ammonium chloride